2-pyrenal C1=C(C=C2C=CC3=CC=CC4=CC=C1C2=C34)C=O